FC(C(=O)O)(F)F.FC(C(=O)O)(F)F.C12NCCNC2CC1 2,5-diazabicyclo[4.2.0]octane bis(trifluoroacetate)